C(C=C)(=O)OCCN(C(C)C)C(C)C N,N-diisopropylaminoethyl acrylate